C1(CC1)C1=C(C(=C2C(=N1)CCC2)NC(=O)N=[S@](=O)(N)C2=NN(C=C2)C(F)F)C (R)-N'-((2-cyclopropyl-3-methyl-6,7-dihydro-5H-cyclopenta[b]pyridin-4-yl)carbamoyl)-1-(difluoromethyl)-1H-pyrazole-3-sulfonimidamide